FC1(CN(C1)C(=O)C1=NN2C(C(OCC2)C2=C(C=CC=C2)F)=C1)F (3,3-difluoroazetidin-1-yl)-[4-(2-fluorophenyl)-6,7-dihydro-4H-pyrazolo[5,1-c][1,4]oxazin-2-yl]methanone